3-bromo-5-methoxy-4-((2-methylphenyl)sulfonyloxy)benzaldehyde BrC=1C=C(C=O)C=C(C1OS(=O)(=O)C1=C(C=CC=C1)C)OC